tert-butyl (2R,3S,4S)-4-[(tert-butoxycarbonyl)oxy]-3-{[(2-hydroxyethyl)carbamoyl]oxy}-2-[(4-methoxyphenyl)methyl]pyrrolidine-1-carboxylate C(C)(C)(C)OC(=O)O[C@@H]1[C@H]([C@H](N(C1)C(=O)OC(C)(C)C)CC1=CC=C(C=C1)OC)OC(NCCO)=O